4-(5-amino-6-((3-(4-amino-4-methylpiperidin-1-yl)pyridin-2-yl)carbamoyl)pyrazin-2-yl)-5-fluoropyrimidine-2-carboxamide NC=1N=CC(=NC1C(NC1=NC=CC=C1N1CCC(CC1)(C)N)=O)C1=NC(=NC=C1F)C(=O)N